C[C@H]1N([C@H](CCC1)C)C=1N=CC2=C(N1)C(=NN2)C=2C=NC(=CC2)N2C[C@H](NCC2)C 5-((2R,6S)-2,6-dimethylpiperidin-1-yl)-3-(6-((R)-3-methylpiperazin-1-yl)pyridin-3-yl)-1H-pyrazolo[4,3-d]pyrimidine